C(#N)C1=CC=2N(N=C1)C(=CC2)C2=CC(=C(C=N2)C2=NN=C(S2)C2(CCC(CC2)NC(C)=O)F)NC2COC2 N-(4-(5-(6-(3-cyanopyrrolo[1,2-b]pyridazin-7-yl)-4-(oxetan-3-ylamino)pyridin-3-yl)-1,3,4-thiadiazol-2-yl)-4-fluorocyclohexyl)acetamide